FC(C[C@H](C)NC(OC1CCCC1)=O)(F)F cyclopentyl ((S)-4,4,4-trifluorobutan-2-yl)carbamate